1-methyl-2-((4,5,6,7-tetrahydrothiazolo[5,4-c]pyridin-2-yl)amino)-1H-benzo[d]imidazole-5-carboxylic acid trifluoroacetic acid salt FC(C(=O)O)(F)F.CN1C(=NC2=C1C=CC(=C2)C(=O)O)NC=2SC=1CNCCC1N2